dimethylbenzene monophenyl-phosphate C1(=CC=CC=C1)OP(=O)(O)O.CC1=C(C=CC=C1)C